2-(4-((4-(1-(2,6-dioxopiperidin-3-yl)-3-methyl-2-oxo-2,3-dihydro-1H-benzo[d]imidazol-4-yl)butyl)amino)cyclohexyl)-N-(imidazo[1,2-b]pyridazin-3-yl)-6-methoxy-2H-indazole-5-carboxamide O=C1NC(CCC1N1C(N(C2=C1C=CC=C2CCCCNC2CCC(CC2)N2N=C1C=C(C(=CC1=C2)C(=O)NC2=CN=C1N2N=CC=C1)OC)C)=O)=O